4-(1-fluoro-1-((1-methyl-3-(trifluoro-methyl)-1H-pyrazol-5-yl)sulfonyl)ethyl)-N-(isoxazol-3-yl)piperidine FC(C)(S(=O)(=O)C1=CC(=NN1C)C(F)(F)F)C1CCN(CC1)C1=NOC=C1